4-[[(4,5,6,7,8,9-Hexahydrocycloocta[b]thiophen-2-ylcarbonyl)amino]methyl]oxane-4-carboxylic acid S1C2=C(C=C1C(=O)NCC1(CCOCC1)C(=O)O)CCCCCC2